(1R)-2,2-difluoro-N-(3-{6-[1-hydroxypropyl]-4-methylpyridin-3-yl}-2-(pyrazol-1-yl)-1,6-naphthyridin-7-yl)cyclopropane-1-carboxamide FC1([C@H](C1)C(=O)NC1=NC=C2C=C(C(=NC2=C1)N1N=CC=C1)C=1C=NC(=CC1C)C(CC)O)F